C(CCC)[Sn](OCCCC)(OCCCC)CCCC dibutyl-dibutoxytin